Tert-butyl 5-(2-(6-hydroxy-2,7-dimethyl-2H-indazol-5-yl)-5-oxopyrido[4,3-d]pyrimidin-6(5H)-yl)-2-azabicyclo[2.2.1]heptane-2-carboxylate OC=1C(=CC2=CN(N=C2C1C)C)C=1N=CC2=C(N1)C=CN(C2=O)C2C1CN(C(C2)C1)C(=O)OC(C)(C)C